CC1(CN(C2=CC=C(C=C12)C)C(CCCCCCC)=O)CC1CCC(N1C)=O 5-((3,5-dimethyl-1-octanoyl-indolin-3-yl)methyl)-1-methylpyrrolidin-2-one